C[Si](CCOCN1C=NC2=C1C=CC=C2C2(CC2)C(=O)OC)(C)C methyl 1-(1-((2-(trimethylsilyl)ethoxy)methyl)-1H-benzo[d]imidazol-4-yl)cyclopropane-1-carboxylate